3-((2,4,5-trifluorophenoxy)methyl)cyclobutanol FC1=C(OCC2CC(C2)O)C=C(C(=C1)F)F